[1-[5-[5-[(1R)-1-(3,5-dichloro-4-pyridinyl)ethoxy]-1H-indazol-3-yl]-3-fluoro-2-pyridinyl]-3-methyl-azetidin-3-yl]morpholine ClC=1C=NC=C(C1[C@@H](C)OC=1C=C2C(=NNC2=CC1)C=1C=C(C(=NC1)N1CC(C1)(C)N1CCOCC1)F)Cl